ClC1=NC(=CC=C1N1CCN(CC1)CC=1C=CC=2C3=C(C(NC2C1)=O)CCC3)C(NC)=O 7-((4-(2-chloro-6-(methylcarbamoyl)pyridin-3-yl)piperazin-1-yl)methyl)-1,2,3,5-tetrahydro-4H-cyclopenta[c]quinolin-4-one